3-(2,6-dichlorophenyl)-1-methyl-7-(methylthio)-2,3-dihydropyrimido[4,5-d]Pyrimidin-4(1H)-one ClC1=C(C(=CC=C1)Cl)N1CN(C2=NC(=NC=C2C1=O)SC)C